C(C)(C)SN(P(N(C1=CC=CC=C1)SC(C)C)(N(C1=CC=CC=C1)SC(C)C)=O)C1=CC=CC=C1 N,N',N''-tris(isopropylthio)-N,N',N''-triphenylphosphoric triamide